1-[(4S)-Chroman-4-yl]-3-[8-(3,5-dichlorophenyl)-4-(dimethylamino)-3-quinolyl]urea O1CC[C@@H](C2=CC=CC=C12)NC(=O)NC=1C=NC2=C(C=CC=C2C1N(C)C)C1=CC(=CC(=C1)Cl)Cl